2-(6-amino-5-cyanopyridin-3-yl)-N-[1-(pyridin-4-yl)cyclobutyl]-6,7-dihydrospiro[pyrazolo[5,1-c][1,4]oxazine-4,3'-pyrrolidine]-1'-carboxamide NC1=C(C=C(C=N1)C1=NN2C(=C1)C1(CN(CC1)C(=O)NC1(CCC1)C1=CC=NC=C1)OCC2)C#N